4-(1-(2,2-Difluoroethyl)-1H-imidazol-4-yl)-N-((3R,4S)-3-fluoro-1-(methylsulfonyl)piperidin-4-yl)-5-(trifluoromethyl)pyrimidin-2-amine FC(CN1C=NC(=C1)C1=NC(=NC=C1C(F)(F)F)N[C@@H]1[C@@H](CN(CC1)S(=O)(=O)C)F)F